(±)-3-(2-Benzyl-3-chloro-7-oxo-2,4,5,7-tetrahydro-6H-pyrazolo[3,4-c]pyridin-6-yl)-1-methyl-6-(3-(trifluoromethyl)pyridin-2-yl)-1,3,4,6-tetrahydro-2H-azepine C(C1=CC=CC=C1)N1N=C2C(N(CCC2=C1Cl)C1CN(CC(CC1)C1=NC=CC=C1C(F)(F)F)C)=O